benzyl N-{7-[4-(methoxymethyl)-4-methylpiperidin-1-yl]pyrazolo[1,5-a]pyridin-6-yl}carbamate COCC1(CCN(CC1)C1=C(C=CC=2N1N=CC2)NC(OCC2=CC=CC=C2)=O)C